naphthylamine ((3-hydroxypropyl)azanediyl)bis(hexane-6,1-diyl) (2E,2'E)-bis(3-butyldec-2-enoate) C(CCC)\C(=C/C(=O)OCCCCCCN(CCCCCCOC(C=C(CCCCCCC)CCCC)=O)CCCO)\CCCCCCC.C1(=CC=CC2=CC=CC=C12)N